C(C1=CC=CC=C1)N1C(C2=C(C=C1)CCN2)=O 6-benzyl-7-oxo-2,3,6,7-tetrahydro-1H-pyrrolo[2,3-c]pyridine